O[C@@H]1CN(CC1)C(=O)C1=CC=C2C(=CNC2=C1)C1=NC(=NC=C1C(F)(F)F)N[C@@H]1CN(CCC1)C(=O)OC(C)(C)C Tert-butyl (3S)-3-[[4-[6-[(3S)-3-hydroxypyrrolidine-1-carbonyl]-1H-indol-3-yl]-5-(trifluoromethyl)pyrimidin-2-yl]amino]piperidine-1-carboxylate